FC(OC1=CC=C(COC(=O)N2C[C@H]3CN(C[C@@]3(C2)OC)C(=O)C2=CC3=C(NN=N3)C=C2)C=C1)(F)F (-)-trans-5-(1H-benzotriazole-5-carbonyl)-3a-methoxy-hexahydro-pyrrolo[3,4-c]pyrrole-2-carboxylic acid 4-trifluoromethoxy-benzyl ester